FC(C=1C=NNC1C(=O)Cl)(F)F 4-(trifluoromethyl)-1H-pyrazole-5-carbonyl chloride